BrC=1C(=C(OC=2C=C(C=CC2C(C)O)CC2=CC=C(C=C2)OC)C=C(C1)Cl)F 5-(3-bromo-5-chloro-2-fluorophenoxy)-6-(1-hydroxyethyl)-3-(4-methoxybenzyl)benzene